S1C(=CC=C1)C=1N=NN(N1)CC1=NC=C(C(=O)NN)C=C1 6-((5-(thiophen-2-yl)-2H-tetrazol-2-yl)methyl)nicotinic acid hydrazide